4-chloro-5-(methoxymethyl)-2-(methylthio)pyrimidine ClC1=NC(=NC=C1COC)SC